2-(4-methyl-2-nitrophenyl)acetaldehyde CC1=CC(=C(C=C1)CC=O)[N+](=O)[O-]